(S)-2-(4-(6-((6-((1-cyanocyclopropyl)carbamoyl)pyridin-3-yl)methoxy)pyridin-2-yl)-2,5-difluorobenzyl)-4-fluoro-1-(oxetan-2-ylmethyl)-1H-benzo[d]imidazole-6-carboxylic acid C(#N)C1(CC1)NC(=O)C1=CC=C(C=N1)COC1=CC=CC(=N1)C1=CC(=C(CC2=NC3=C(N2C[C@H]2OCC2)C=C(C=C3F)C(=O)O)C=C1F)F